C(C)(=O)ON=C(C(=O)C1=C(C=CC=C1)SC1=CC=C(C=C1)OCCO)C N-acetoxy-1-[4-(2-hydroxyethyloxy)phenylsulfanyl-phenyl]propan-1-one-2-imine